C(CC)NC(O[C@@H]1C[C@@H](CC1)C1=CC(=NN1)NC(=O)C1=CC(=NC=C1)C)=O (1S,3R)-3-(3-{[(2-methylpyridin-4-yl)carbonyl] amino}-1H-pyrazol-5-yl)cyclopentyl propylcarbamate